FC1=C(C(=C(C2=C(C(=C(C(=C12)F)F)F)F)F)F)[B-](C1=C(C2=C(C(=C(C(=C2C(=C1F)F)F)F)F)F)F)(C1=C(C2=C(C(=C(C(=C2C(=C1F)F)F)F)F)F)F)C1=C(C2=C(C(=C(C(=C2C(=C1F)F)F)F)F)F)F.C[NH+](C1=CC=CC=C1)CCCCCCCCCCCCCCCCCC N-methyl-N-octadecyl-anilinium tetrakis(perfluoronaphthalen-2-yl)borate